ethyl 7-bromo-6-chloro-5-fluoro-3-hydroxy-1H-indene-2-carboxylate BrC=1C(=C(C=C2C(=C(CC12)C(=O)OCC)O)F)Cl